(3S)-3-(Methylamino)-4-morpholino-4-oxo-butanoic acid CN[C@@H](CC(=O)O)C(=O)N1CCOCC1